C(C)(C)(C)OC(=O)N1CC(CC1)(NC1=CC=C2C=CN(C(C2=C1)=O)C)C1=C(C(=CC=C1)Cl)C.C(CCC)C1=C(NC=C1)CCCC dibutyl-pyrrole tertbutyl-3-(3-chloro-2-methylphenyl)-3-((2-methyl-1-oxo-1,2-dihydroisoquinolin-7-yl)amino)pyrrolidine-1-carboxylate